2,2-difluoroacetic acid methyl ester COC(C(F)F)=O